NC1=C(C=C(C=N1)C=1C=C2N(N1)CCC21CN(C1)C(=O)N[C@H](C)C1=CC=C(C=C1)F)OC(F)F 2'-[6-amino-5-(difluoromethoxy)pyridin-3-yl]-N-[(1R)-1-(4-fluorophenyl)ethyl]-5',6'-dihydrospiro[azetidine-3,4'-pyrrolo[1,2-b]pyrazole]-1-carboxamide